C(C)(C)(C)OC(=O)N1CC2C(C2CC1)C trans-7-methyl-3-azabicyclo[4.1.0]heptane-3-carboxylic acid tert-butyl ester